N=1C=CN2C1N=CC(=C2)C2=CNC=1N=C(N=CC12)N[C@@H]1C[C@@H](C1)OC 5-(imidazo[1,2-a]pyrimidin-6-yl)-N-(cis-3-methoxycyclobutyl)-7H-pyrrolo[2,3-d]pyrimidin-2-amine